ClC=1C=CC(=C(C1)C1=CC(=NC=C1C(=O)NC=1SC=2C(=NC=C(N2)N2CC3=C(CC2)N=CN3C)N1)C)OC 4-(5-chloro-2-methoxy-phenyl)-6-methyl-N-[6-(3-methyl-3,4,6,7-tetrahydro-5H-imidazo[4,5-c]pyridin-5-yl)thiazolo[4,5-b]pyrazin-2-yl]nicotinamide